CN(C([C@H](CC(=O)OCC=C)N(C)C([C@@H](C(C)C)N(C)C(=O)OCC1C2=CC=CC=C2C=2C=CC=CC12)=O)=O)C prop-2-enyl (3S)-4-(dimethylamino)-3-[[(2R)-2-[9H-fluoren-9-ylmethoxycarbonyl(methyl)amino]-3-methylbutanoyl]-methylamino]-4-oxobutanoate